2-butyne-1,4-diyl-dimesylate C(C#CCCS(=O)(=O)[O-])CS(=O)(=O)[O-]